CC1=C(C=NN1)C1=CC2=C(N=C(S2)NC2=NC=CC(=C2)CN2CCOCC2)C=C1 6-(5-methyl-1H-pyrazol-4-yl)-N-(4-(morpholino-methyl)pyridin-2-yl)-benzo[d]thiazol-2-amine